N-ethyl-4-{[3-(8-([(3S,4R)-3-fluoro-1-methylpiperidin-4-yl]amino)-3-(2,2,2-trifluoroethyl)imidazo[1,2-a]pyridin-2-yl)prop-2-yn-1-yl]amino}-3-methoxybenzamide C(C)NC(C1=CC(=C(C=C1)NCC#CC=1N=C2N(C=CC=C2N[C@H]2[C@H](CN(CC2)C)F)C1CC(F)(F)F)OC)=O